NCC1=CC=CC=2C3=CC(=CC=C3CNC12)COC1=C(C=CC=C1)CC(=O)O 2-(2-((4-(aminomethyl)-5,6-dihydrophenanthridin-9-yl)methoxy)phenyl)acetic acid